ClC=1C=CC=C2C=CC=C(C12)N1CC=2N=C(N=C(C2CC1)N1CC2CC2(CC1)C(=O)N(C)OC)OC[C@H]1N(CCC1)C 3-(7-(8-chloronaphthalen-1-yl)-2-(((S)-1-methylpyrrolidin-2-yl)methoxy)-5,6,7,8-tetrahydropyrido[3,4-d]pyrimidin-4-yl)-N-methoxy-N-methyl-3-azabicyclo[4.1.0]heptane-6-carboxamide